ethyl 3-(3-(4-bromo-3-oxobutan-2-yl)-2-fluorophenyl)propanoate BrCC(C(C)C=1C(=C(C=CC1)CCC(=O)OCC)F)=O